C12(CC3CC(CC(C1)C3)C2)CN2N=CC(=C2C)C2=C(C=3OCCN(C3N=C2)C2=NC(=C(N=C2)N)F)C(=O)OC methyl 7-(1-(adamantan-1-ylmethyl)-5-methyl-1H-pyrazol-4-yl)-4-(5-amino-6-fluoropyrazine-2-yl)-3,4-dihydro-2H-pyrido[3,2-b][1,4]oxazine-8-carboxylate